tert-butyl (S)-(1-(3-(2-(methoxymethyl)pyridin-4-yl)-1,2,4-oxadiazol-5-yl)ethyl)carbamate COCC1=NC=CC(=C1)C1=NOC(=N1)[C@H](C)NC(OC(C)(C)C)=O